(4-(2-methoxyphenyl)piperazin-1-yl)(4-((3-(pyridin-4-yl)-1H-1,2,4-triazol-1-yl)-sulfonyl)phenyl)methanone COC1=C(C=CC=C1)N1CCN(CC1)C(=O)C1=CC=C(C=C1)S(=O)(=O)N1N=C(N=C1)C1=CC=NC=C1